COCCOCCN 2-(methoxyethoxy)ethanamine